5-amino-6-(2-chloro-5-fluorobenzoyl)-2-methyl-3-(3,3,3-trifluoropropyl)-2H-indazole-7-carbonitrile NC1=CC2=C(N(N=C2C(=C1C(C1=C(C=CC(=C1)F)Cl)=O)C#N)C)CCC(F)(F)F